N-((8-(4-(trifluoromethyl)phenyl)-[1,2,4]triazolo[4,3-a]pyrazin-6-yl)methyl)acrylamide FC(C1=CC=C(C=C1)C=1C=2N(C=C(N1)CNC(C=C)=O)C=NN2)(F)F